C1=CC=C(C=2OC3=C(C21)C=CC=C3)C3=C(C=CC=C3)C3=C(NC2=CC=CC=C32)C3=CC=CC=C3 3-(2-(dibenzo[b,d]furan-4-yl)phenyl)-2-phenyl-1H-indole